N-(4-(7-(difluoromethoxy)-1,3,4,5-tetrahydro-2H-benzo[c]azepin-2-yl)-2,6-dimethylphenyl)-3,3-dimethylbutanamide FC(OC1=CC2=C(CN(CCC2)C2=CC(=C(C(=C2)C)NC(CC(C)(C)C)=O)C)C=C1)F